(2S,4r)-4-fluoro-N-[(1S)-1-(2-amino-2-oxo-ethyl)prop-2-ynyl]-1-[1-(trifluoromethyl)-cyclopropane-carbonyl]pyrrolidine-2-carboxamide F[C@@H]1C[C@H](N(C1)C(=O)C1(CC1)C(F)(F)F)C(=O)N[C@H](C#C)CC(=O)N